(S)-2-(2,2-dimethyl-tetrahydro-2H-pyran-4-yl)-8-fluoroquinoline-6-carbaldehyde CC1(OCC[C@@H](C1)C1=NC2=C(C=C(C=C2C=C1)C=O)F)C